C(=O)O.OCCN1CC(CC1)CNC(=O)C1CCN(CC1)C1=NC(=NO1)C1=CC=C(C=C1)OC N-((1-(2-hydroxyethyl)pyrrolidin-3-yl)methyl)-1-(3-(4-methoxyphenyl)-1,2,4-oxadiazol-5-yl)piperidine-4-carboxamide formate